N-(4-Ethyl-5-methylthiazol-2-yl)-2-methylbenzamide C(C)C=1N=C(SC1C)NC(C1=C(C=CC=C1)C)=O